C(C)(=O)N[C@H]1C[C@H](N(C1)C(=O)OC(C)(C)C)C(N(C)C1=CC=C(C=C1)F)=O tert-butyl (2S,4S)-4-acetamido-2-((4-fluorophenyl)(methyl)carbamoyl)pyrrolidine-1-carboxylate